5-[4-(trifluoromethyl)phenoxy]-1,2,3,4-tetrahydroisoquinolin-1-one FC(C1=CC=C(OC2=C3CCNC(C3=CC=C2)=O)C=C1)(F)F